C1(CC1)N1N=C(C=2C1=NC=NC2N)C2=NOC(=C2I)C2CC2 1-cyclopropyl-3-(5-cyclopropyl-4-iodo-isoxazol-3-yl)pyrazolo[3,4-d]pyrimidin-4-amine